3-(1-benzyl-1H-indol-3-yl)-3-oxo-propionitrile C(C1=CC=CC=C1)N1C=C(C2=CC=CC=C12)C(CC#N)=O